N[C@H]1C2N(CC1CC2)C(=O)C2=CC1=C(N(C(=N1)C1=CC=3C(=NC(=CC3)C3=CC(=C(C(=O)OC)C=C3)F)N1CC1CC1)C)C(=C2)OC methyl 4-(2-{5-[(7R)-7-amino-2-azabicyclo[2.2.1]heptane-2-carbonyl]-7-methoxy-1-methyl-1H-1,3-benzodiazol-2-yl}-1-(cyclopropylmethyl)-1H-pyrrolo[2,3-b]pyridin-6-yl)-2-fluorobenzoate